(3S,4R)-3-fluoro-1-(4-((5-isopropyl-8-(3-((methylsulfonyl)methyl)azetidin-1-yl)isoquinoline-3-yl)amino)-1,3,5-triazin-2-yl)-3-methylpiperidin-4-ol F[C@]1(CN(CC[C@H]1O)C1=NC=NC(=N1)NC=1N=CC2=C(C=CC(=C2C1)C(C)C)N1CC(C1)CS(=O)(=O)C)C